2,6-dihydroxy-N-(2-methoxyethyl)-N,5'-dimethyl-4-pentyl-2'-(prop-1-en-2-yl)-1',2',3',4'-tetrahydro-[1,1'-biphenyl]-3-carboxamide OC1=C(C(=CC(=C1C(=O)N(C)CCOC)CCCCC)O)C1C(CCC(=C1)C)C(=C)C